Cl.Cl.CN(CCCC(=O)O[C@@H](CC)C=1N=C(SC1)C(=O)C1=CNC2=CC(=CC=C12)F)C (S)-1-(2-(6-fluoro-1H-indole-3-carbonyl)thiazol-4-yl)propyl 4-(dimethylamino)butanoate dihydrochloride